4-(3-(trifluoromethyl)but-3-en-1-yn-1-yl)benzaldehyde FC(C(C#CC1=CC=C(C=O)C=C1)=C)(F)F